N1=C(C=CC=C1)COC(N(C1=NC=C(C=C1)C=1C=NC(=NC1)OC)[C@@H]1CC[C@H](CC1)N)=O (trans-4-aminocyclohexyl)(5-(2-methoxypyrimidin-5-yl)pyridin-2-yl)carbamic acid pyridin-2-ylmethyl ester